CC(C)[C@H](C(=O)[O-])N The molecule is the D-enantiomer of valinate. It has a role as a plant metabolite. It is a conjugate base of a D-valine. It is an enantiomer of a L-valinate.